COC1=C(C=CC=C1)\C=C/C(=O)O (z)-3-(2-methoxyphenyl)-2-propenoic acid